OC1=C2C(C(=COC2=CC(=C1)OC)C1=C(C=CC=C1)OC)=O 5-Hydroxy-7-methoxy-3-(2-methoxyphenyl)-4H-chromen-4-one